O=C1N(CC2=CC=C(C=C12)OCCOCC#C)C1C(NC(CC1)=O)=O 3-[1-oxo-6-[2-(prop-2-yn-1-yloxy)ethoxy]-2,3-dihydro-1H-isoindol-2-yl]piperidine-2,6-dione